1-(2-naphthyl)-ethanone C1=C(C=CC2=CC=CC=C12)C(C)=O